N1=C(C=CC=C1)C1=NC=CC=C1.[Ir+3] Iridium(III) Bipyridyl